COC(=O)C=1SC(=CC1NC(=O)OC(C)(C)C)Br 5-bromo-3-((tert-butoxycarbonyl)amino)thiophene-2-carboxylic acid methyl ester